[C@@H]1([C@@H](CC=CC1)C(=O)[O-])C(=O)OC(CCC)C 1-ethyl-2-propyl trans-cyclohex-4-ene-1,2-dicarboxylate